CN1N(C(C(=C1C)C=O)=O)C1=CC=CC=C1 2,3-dihydro-1,5-dimethyl-3-oxo-2-phenyl-1H-pyrazole-4-carbaldehyde